(Z)-2-(5-Fluoro-2-methyl-1-(3-(p-tolyloxy)benzylidene)-1H-inden-3-yl)acetic acid FC=1C=C2C(=C(/C(/C2=CC1)=C/C1=CC(=CC=C1)OC1=CC=C(C=C1)C)C)CC(=O)O